Ethyl 2-[(1R,3R)-3-[(2S,3S)-2-amino-N-hexyl-3-methylpentanamido]-1-[(tert-butyldimethylsilyl)oxy]-4-methylpentyl]-1,3-thiazole-4-carboxylate N[C@H](C(=O)N(CCCCCC)[C@H](C[C@@H](O[Si](C)(C)C(C)(C)C)C=1SC=C(N1)C(=O)OCC)C(C)C)[C@H](CC)C